O[C@H]([C@@H](C[C@H]1OCCC1)S(=O)(=O)N(CC1=CC=C(C=C1)OC)CC1=CC=C(C=C1)OC)CC=C (2R,3S)-3-HYDROXY-N,N-BIS(4-METHOXYBENZYL)-1-((S)-TETRAHYDROFURAN-2-YL)HEX-5-ENE-2-SULFONAMIDE